ClC1=C(C=C(C(=O)N2CCC3(CCN(CC3)CC3C(CN(CC3)C(=O)OC(C)(C)C)(F)F)CC2)C=C1C)N1C(NC(CC1)=O)=O Tert-butyl 4-((9-(4-chloro-3-(2,4-dioxotetrahydropyrimidin-1(2H)-yl)-5-methylbenzoyl)-3,9-diazaspiro[5.5]undecan-3-yl)methyl)-3,3-difluoropiperidine-1-carboxylate